[2-[bis(phosphonomethyl)-amino]ethyl-(phosphonomethyl)amino]-methylphosphonic acid P(=O)(O)(O)CN(CCN(CP(=O)(O)O)CP(O)(O)=O)CP(=O)(O)O